COC=1C=C(C=CC1OC)[C@@H](C1CCN(CC1)C(=O)C=1C=CC2=C(NC(CO2)=O)C1)C1=NC=CC=C1 6-[4-[(R)-(3,4-dimethoxyphenyl)-(2-pyridyl)methyl]piperidine-1-carbonyl]-4H-1,4-benzoxazin-3-one